C(C)(C)(C)OC(N[C@@H]1C2=CC=CC=C2CC12CCN(CC2)C2=NC(=C(C(=N2)C#N)C2=C(C(=NC=C2)F)Cl)C)=O ((S)-1'-(5-(3-chloro-2-fluoropyridin-4-yl)-4-cyano-6-methylpyrimidin-2-yl)-1,3-dihydrospiro[inden-2,4'-piperidin]-1-yl)carbamic acid tert-butyl ester